CN1C(NCC1C(=O)NC1=CC(=CC=2OCCOC21)OC2=NC=C(C=C2)C(F)(F)F)=O 3-Methyl-2-oxo-N-(7-((5-(trifluoromethyl)pyridin-2-yl)oxy)-2,3-dihydrobenzo-[b][1,4]dioxin-5-yl)imidazolidine-4-carboxamide